N-hydroxy-2-(4-methylpiperazin-1-yl)-N-(4-((4-pentylphenyl)amino)benzyl)acetamide ON(C(CN1CCN(CC1)C)=O)CC1=CC=C(C=C1)NC1=CC=C(C=C1)CCCCC